FC1=C(C(=CC(=C1)NC1CN(C1)CCCF)F)[C@H]1N([C@@H](CC2=C1NC1=CC=CC=C21)C)C[C@@H](C(=O)O)C (2S)-3-[(1R,3R)-1-[2,6-difluoro-4-[[1-(3-fluoropropyl)azetidin-3-yl]amino]phenyl]-3-methyl-1,3,4,9-tetrahydropyrido[3,4-b]indol-2-yl]-2-methyl-propionic acid